C(C)OC(=O)C1=C(N=C(S1)NC1=NC(=CC(=N1)C1=CC=C(C=C1)C(C)=O)N1CCC(CC1)O)C 2-[4-(4-Acetyl-phenyl)-6-(4-hydroxy-piperidin-1-yl)-pyrimidin-2-ylamino]-4-methylthiazole-5-carboxylic acid ethyl ester